[N+](=O)([O-])C=1C(=NC(=CC1)N1N=CC=C1)NC1=CC=C2[C@H](CC3(SCCS3)C2=C1)NC(OC(C)(C)C)=O tert-butyl (S)-(6-((3-nitro-6-(1H-pyrazol-1-yl)pyridin-2-yl)amino)-2,3-dihydrospiro[indene-1,2'-[1,3]dithiolan]-3-yl)carbamate